FC1(OC2=C(O1)C=CC(=C2)C2(CC2)C(=O)NC2=CC=C(C(=N2)C=2C=C(C(=O)NCCCCCCNC(OC(C)(C)C)=O)C=CC2)C)F tert-butyl (6-(3-(6-(1-(2,2-difluorobenzo[d][1,3]dioxol-5-yl)cyclopropane-1-carboxamido)-3-methylpyridin-2-yl)benzamido)hexyl)carbamate